tert-butyl 2-(hydroxymethyl)-1,4-oxaazepane-4-carboxylate OCC1OCCCN(C1)C(=O)OC(C)(C)C